C(C)(C)OC1=C(C=C(C=C1)[C@H](CC(=O)OCC)NS(=O)(=O)C1=CC=C(C=C1)OC(F)(F)F)OC ethyl (S)-3-(4-isopropoxy-3-methoxyphenyl)-3-((4-(trifluoromethoxy)phenyl)sulfonamido)propanoate